ClC1=C(C=C(C=C1)NC(=O)C=1COC2=C(C1)C=CC=C2)C N-(4-chloro-3-methylphenyl)-2H-benzopyran-3-carboxamide